7-methoxy-1-[(3-methyl-5-oxomorpholin-3-yl)methoxy]isoquinoline-6-carboxamide COC1=C(C=C2C=CN=C(C2=C1)OCC1(NC(COC1)=O)C)C(=O)N